dimethylspiro[cyclopropane-1,8'-[1,4]oxazino[3,2-g]quinazolin]-7'(6'H)-one CC1C(C12C(NC=1C=C3C=NC=NC3=CC1O2)=O)C